COC1=CC=C2C3=C(NC2=C1)C(NCC3)(CO)C 7-methoxy-1-methyl-2,3,4,9-tetrahydropyrido[3,4-b]indole-1-methanol